C(C)(C)(C)OC(=O)NC=1C(=NC(=C(C1)C(F)(F)F)NC(C)(CCC=C)C)C(=O)O 3-((tert-butoxycarbonyl)amino)-6-((2-methylhex-5-en-2-yl)amino)-5-(trifluoromethyl)picolinic acid